4-(N-methyl-N-(3-(N-ethyl-L-leucylamino)-4-methoxyphenyl)-amino)coumarin CN(C1=CC(=C(C=C1)OC)NC([C@@H](NCC)CC(C)C)=O)C1=CC(OC2=CC=CC=C12)=O